N1C(=CC2=CC=CC=C12)CC(=O)[O-].[Na+] sodium indoleacetate